6-aminoimidazo[1,5-a]pyridine-1-carbonitrile NC=1C=CC=2N(C1)C=NC2C#N